(R)-2-((1S,3R)-4,4-difluoro-3-(6-oxo-1,6-dihydropyridin-3-yl)cyclohexyl)-N-(5-(2,4-difluorophenoxy)pyrazin-2-yl)propenamide FC1([C@H](C[C@H](CC1)C(C(=O)NC1=NC=C(N=C1)OC1=C(C=C(C=C1)F)F)=C)C1=CNC(C=C1)=O)F